(2-chloro-4-(trifluoromethyl)phenyl)-2-(6-(4-(4-cyano-2-hydroxybenzoyl)piperazin-1-yl)-2-(3,6-dihydro-2H-pyran-4-yl)-5-ethyl-7-oxo-[1,2,4]triazolo[1,5-a]pyrimidin-4(7H)-yl)acetamide ClC1=C(C=CC(=C1)C(F)(F)F)C(C(=O)N)N1C=2N(C(C(=C1CC)N1CCN(CC1)C(C1=C(C=C(C=C1)C#N)O)=O)=O)N=C(N2)C=2CCOCC2